[Si](C1=CC=CC=C1)(C1=CC=CC=C1)(C(C)(C)C)OCC(CN1[C@@H](C=2NC3=CC=CC=C3C2C[C@H]1C)C=1SC(=CC1)O[C@H]1CN(CC1)CCCF)(F)F (1S,3R)-2-(3-((tert-Butyldiphenylsilyl)oxy)-2,2-difluoropropyl)-1-(5-(((R)-1-(3-fluoropropyl)pyrrolidin-3-yl)oxy)thiophen-2-yl)-3-methyl-2,3,4,9-tetrahydro-1H-pyrido[3,4-b]indole